C(C)(C)(C)OC(=O)N1CCC(CC1)=CC=1C=CC2=C(C(C(C=3C(=NC=NC23)N)(C)C)=NOC)C1 4-[(4-amino-6-methoxyimino-5,5-dimethyl-benzo[h]quinazolin-8-yl)methylene]piperidine-1-carboxylic acid tert-butyl ester